5-{[1,2,4]triazolo[1,5-a]pyridin-5-yl}pyridine-2-carbonitrile N=1C=NN2C1C=CC=C2C=2C=CC(=NC2)C#N